N1(N=CC=C1)CC1=CC(=C(C(=O)OC)C=C1)[N+](=O)[O-] methyl 4-((1H-pyrazol-1-yl) methyl)-2-nitrobenzoate